1-Cyclohexyl-2-(4-phenyl-cyclohexyl)-ethane C1(CCCCC1)CCC1CCC(CC1)C1=CC=CC=C1